IC1=C(C(=C(NC)C=C1C)[N+](=O)[O-])OC 4-iodo-3-methoxy-N,5-dimethyl-2-nitroaniline